6-[(oxetan-4-yl)amino]imidazo[1,2-b]pyridazine-3-carbonitrile O1CCC1NC=1C=CC=2N(N1)C(=CN2)C#N